N-(10-(2-(4-(3-(4-bromophenyl)-1-(2-chloroacetyl)-4,5-dihydro-1H-pyrazol-5-yl)phenoxy)acetamido)decyl)-3-(N-(3-chloro-1H-indol-7-yl)sulfamoyl)benzamide BrC1=CC=C(C=C1)C1=NN(C(C1)C1=CC=C(OCC(=O)NCCCCCCCCCCNC(C2=CC(=CC=C2)S(NC=2C=CC=C3C(=CNC23)Cl)(=O)=O)=O)C=C1)C(CCl)=O